ClC=1C=C(C=C(C1)Cl)N1CC(CC1=O)(C(=O)NCC1=CC(=NC=C1)N1CCOCC1)C 1-(3,5-dichlorophenyl)-3-methyl-N-[(2-morpholin-4-ylpyridin-4-yl)methyl]-5-oxopyrrolidine-3-carboxamide